NC1=NC(=NN1S(=O)(=O)C1=C2C=CC(=CC2=CC=C1)C#N)NC1=CC=C(C=C1)Cl 5-((5-Amino-3-((4-chlorophenyl)amino)-1H-1,2,4-triazol-1-yl)sulfonyl)-2-naphthonitrile